C(#N)C=1C(=NC(=NC1)C1(CC(=C(C=C1OC(F)(F)F)N(C)CCN(C)C)N)N)C1=CN(C2=CC=CC=C12)C 4-[5-cyano-4-(1-methylindol-3-yl)pyrimidin-2-yl]-N1-(2-dimethylaminoethyl)-N1-methyl-5-trifluoromethoxybenzene-1,2,4-triamine